6-(3-fluorophenyl)-3-(4-pyridyl)imidazo[1,2-b]pyridazine FC=1C=C(C=CC1)C=1C=CC=2N(N1)C(=CN2)C2=CC=NC=C2